C(N)(=O)C=1N(N=C2C1NCCC2N2CCN(CC2)C(=O)OC(C)(C)C)C2=CC=C(C=C2)OC2=CC=C(C=C2)F tert-butyl 4-{3-carbamoyl-2-[4-(4-fluorophenoxy)phenyl]-4,5,6,7-tetrahydro-2H-pyrazolo[4,3-b]pyridin-7-yl}piperazine-1-carboxylate